CC1(OC2=C(O1)C=CC(=C2)CNC(=O)C=2N=NN(C2)CCCCN2N=NC(=C2)C(=O)NCC2=NC=CC(=C2)C(F)(F)F)C 1-[4-(4-{[(2,2-dimethyl-2H-1,3-benzodioxol-5-yl)methyl]carbamoyl}-1H-1,2,3-triazol-1-yl)butyl]-N-{[4-(trifluoromethyl)pyridin-2-yl]methyl}-1H-1,2,3-triazole-4-carboxamide